N-((S)-1-((4-((S)-1-(((S)-1-cyclobutyl-2-hydroxyethyl)amino)-1-oxopropan-2-yl)-2-fluorophenyl)amino)-3,3-dicyclohexyl-1-oxopropan-2-yl)-1-ethyl-1H-pyrazole-5-carboxamide C1(CCC1)[C@@H](CO)NC([C@@H](C)C1=CC(=C(C=C1)NC([C@H](C(C1CCCCC1)C1CCCCC1)NC(=O)C1=CC=NN1CC)=O)F)=O